2-(4-Fluorophenoxy)-N-(1H-pyrazol-3-yl)-N-(thiophen-2-ylmethyl)acetamid FC1=CC=C(OCC(=O)N(CC=2SC=CC2)C2=NNC=C2)C=C1